tetraoctyl-ammonium methyl-carbonate COC([O-])=O.C(CCCCCCC)[N+](CCCCCCCC)(CCCCCCCC)CCCCCCCC